C1(=CC=C(C=C1)S(=O)(=O)NC(=O)NC1=CC(=CC=C1)OS(=O)(=O)C1=CC=C(C=C1)C)C N-(p-tolylsulfonyl)-N'-(3-p-tolylsulfonyloxy-phenyl)urea